Ethyl Trifluoroacrylate FC(=C(C(=O)OCC)F)F